BrCC(=O)C1=CC=C(C=C1)S(=O)(=O)N1CCCCC1 2-bromo-1-(4-(piperidin-1-ylsulfonyl)phenyl)ethan-1-one